bisfluorobenzothiadiazole FC=1C=CC2=C(N=NS2)C1F